3-[1-(2,6-dioxo-3-piperidyl)-3-methyl-2-oxo-benzimidazol-4-yl]Bicyclo[1.1.1]Pentane O=C1NC(CCC1N1C(N(C2=C1C=CC=C2C21CC(C2)C1)C)=O)=O